C(C)(C)(C)OC(=O)N1CCC(=CC1)C1=NC(=CC=C1)OCC1=C(C=C(C(=O)O)C=C1)F 4-(((1'-(tert-butoxycarbonyl)-1',2',3',6'-tetrahydro-[2,4'-bipyridyl]-6-yl)oxy)methyl)-3-fluorobenzoic acid